(4-methoxybenzyl)-2-(pyridin-2-yl)-4,5,6,7-tetrahydro-2H-pyrazolo[3,4-c]pyridin-3-ol COC1=CC=C(CC2C=3C(CNC2)=NN(C3O)C3=NC=CC=C3)C=C1